C(CCCCCCCCCCCCCCC)F.[Fe+2] iron (II) hexadecyl fluoride